((2S,4S)-1-benzyl-4-((tert-butyldimethylsilyl)oxy)pyrrolidin-2-yl)methanol C(C1=CC=CC=C1)N1[C@@H](C[C@@H](C1)O[Si](C)(C)C(C)(C)C)CO